CN[C@@H]1COC2=C1C=CC(=C2)C2=CC=NN2C (S)-N-methyl-6-(1-methyl-1H-pyrazol-5-yl)-2,3-dihydrobenzofuran-3-amine